6-methoxypyrimidine-5-carbonitrile COC1=C(C=NC=N1)C#N